O1C(=CC=C1C(=O)O)C=1OC(=CC1)C(=O)O 2,2'-bifuran-5,5'-dicarboxylic acid